3-(5-{[4-(Aminomethyl)phenyl]methoxy}-1-(2-methoxybenzoyl)-1H-pyrazol-3-yl)-1-(3-hydroxypyrrolidin-1-carbonyl)-4-(trifluoromethyl)pyrrolidin-2-on NCC1=CC=C(C=C1)COC1=CC(=NN1C(C1=C(C=CC=C1)OC)=O)C1C(N(CC1C(F)(F)F)C(=O)N1CC(CC1)O)=O